ClC1=CC2=C(N(C(N=C2N2[C@H](CN([C@@H](C2)C)C(C=C)=O)C)=O)C=2C(=NC=CC2C)C(C)C)N=C1C1=C(C=C(C=C1)F)F (M)-6-Chloro-7-(2,4-difluorophenyl)-4-[(2S,5R)-2,5-dimethyl-4-prop-2-enoyl-piperazin-1-yl]-1-(2-isopropyl-4-methyl-3-pyridyl)pyrido[2,3-d]pyrimidin-2-one